C(C1=C(C(=CC(=C1)C)C(C)(C)C)O)C1=C(C(=CC(=C1)C)C(C)(C)C)O methylenebis-(4-methyl-6-tert-butylphenol)